N1N=CC(=C1)CNC(=O)NC1=CC=C(C=C1)S(=O)(=O)C1=C(C=CC=C1)C=1C=NC(=CC1)OC 1-((1H-Pyrazol-4-yl)methyl)-3-(4-((2-(6-methoxypyridin-3-yl)phenyl)sulfonyl)phenyl)urea